N-(3-chloro-2-fluorobenzyl)-2-((1-cyclopropylethyl)amino)acetamide ClC=1C(=C(CNC(CNC(C)C2CC2)=O)C=CC1)F